(4-(1H-pyrazol-1-yl)phenyl)boronic acid N1(N=CC=C1)C1=CC=C(C=C1)B(O)O